1-(4-(3,4-dichlorophenyl)-5-(isopropylsulfanyl)thiazol-2-yl)-3-methyl-4-(1-methyl-1H-indol-7-yl)-1H-pyrazole-5-carboxylic acid ClC=1C=C(C=CC1Cl)C=1N=C(SC1SC(C)C)N1N=C(C(=C1C(=O)O)C=1C=CC=C2C=CN(C12)C)C